C[N+](C)(C)[C@@H](CC1=CN=C(N1)S(=O)C[C@@H](C(=O)O)NC(=O)CC[C@@H](C(=O)O)N)C(=O)[O-] The molecule is a non-proteinogenic dipeptide formed from L-gamma-glutamic acid and hercynyl-L-cysteine sulfoxide residues. It is an intermediate in the synthesis of ergothioneine, a compound found in certain fungi and mycobacteria. It has a role as a fungal metabolite. It is an ammonium betaine, a dipeptide and a sulfoxide. It derives from a L-cysteine and a L-histidine. It is a conjugate acid of a N(alpha)-(L-gamma-glutamyl)-hercynyl-L-cysteine sulfoxide(1-).